tert-butyl (S)-4-(6-fluoro-1-((1-(3-fluoro-5-methoxyphenyl)-2-hydroxyethyl)carbamoyl)indolin-5-yl)-3-methyl-1H-pyrazole-1-carboxylate FC1=C(C=C2CCN(C2=C1)C(N[C@H](CO)C1=CC(=CC(=C1)OC)F)=O)C=1C(=NN(C1)C(=O)OC(C)(C)C)C